O=C1NC(CCC1N1C(C2=CC=CC(=C2C1)SCCCCCCN1CCN(CC1)C1CCN(CC1)C1=CC=C2CN(C(C2=C1)=O)C(C(=O)NC=1SC=CN1)C1=CC=CC=C1)=O)=O 2-(6-(4-(4-(6-((2-(2,6-dioxopiperidin-3-yl)-1-oxoisoindolin-4-yl)thio)hexyl)piperazin-1-yl)piperidin-1-yl)-1-oxoisoindolin-2-yl)-2-phenyl-N-(thiazol-2-yl)acetamide